N-(3-(6-(5-Methyl-1H-pyrazol-3-ylamino)-4-(piperidin-1-ylmethyl)pyridin-2-yl)phenyl)acrylamid CC1=CC(=NN1)NC1=CC(=CC(=N1)C=1C=C(C=CC1)NC(C=C)=O)CN1CCCCC1